(R)-6-(1-ethylpiperidin-4-yl)-N-(1-(2-fluoro-3-(trifluoromethyl)phenyl)ethyl)-7-methoxypyrido[2,3-d]pyrimidin-4-amine C(C)N1CCC(CC1)C1=CC2=C(N=CN=C2N[C@H](C)C2=C(C(=CC=C2)C(F)(F)F)F)N=C1OC